2-oxo-1,2-dihydroquinazoline-6-carbonitrile O=C1NC2=CC=C(C=C2C=N1)C#N